FC=1C=C(C(=O)NC)C=C(C1)CN1C(C2=CN=C(C=C2C=C1)C=1C(=NNC1)C(F)(F)F)=O 3-Fluoro-N-methyl-5-((1-oxo-6-(3-(trifluoromethyl)-1H-pyrazol-4-yl)-2,7-naphthyridin-2(1H)-yl)methyl)benzamide